C1(=CC=CC=C1)C(N1N=C(N=C1)C(=O)O)(C1=CC=CC=C1)C1=CC=CC=C1 1-(triphenylmethyl)-1H-1,2,4-triazole-3-carboxylic acid